BrC=1C=C(C(=NC1)C1=NC=2C(=NC=C(C2)C(F)(F)F)N1C)SCC 2-(5-bromo-3-ethylsulfanyl-2-pyridyl)-3-methyl-6-(trifluoromethyl)imidazo[4,5-b]pyridine